2-bromo-1H-indol BrC=1NC2=CC=CC=C2C1